methyl 2-acetamido-5-(3,4-difluorobenzyloxy)benzoate C(C)(=O)NC1=C(C(=O)OC)C=C(C=C1)OCC1=CC(=C(C=C1)F)F